C1(=CC=CC=C1)CC(=O)N1CCC(CC1)CN1C[C@@H](C([C@@H](C1)O)O)O 2-phenyl-1-(4-(((3S,4r,5R)-3,4,5-trihydroxypiperidin-1-yl)methyl)piperidin-1-yl)ethanone